5-((1-((3-ethyl-2-oxo-4-thioxo-1,2,3,4-tetrahydroquinazolin-7-yl)methyl)azetidin-3-yl)oxy)-N,6-dimethylpicolinamide C(C)N1C(NC2=CC(=CC=C2C1=S)CN1CC(C1)OC=1C=CC(=NC1C)C(=O)NC)=O